NC1=NC2=C(C=CC=C2C(=N1)C(=O)NCC1=NC(=CC=C1)CSC1=CC=C(C=C1)F)OC 2-amino-N-[[6-[(4-fluorophenyl)sulfanylmethyl]-2-pyridyl]methyl]-8-methoxy-quinazoline-4-carboxamide